NC=1OC(=NN1)C1=C(C=C(C=C1)Cl)Cl 2-amino-5-((2,4-dichloro)-phenyl)-1,3,4-oxadiazole